C(CCCCC)N1C=[N+](C=C1)CC 1-(1-hexyl)-3-ethylimidazolium